N1-(1-acetylpiperidin-4-yl)-N2-((S)-4-methyl-1-oxo-1-(((S)-3-oxo-1-((S)-2-oxopyrrolidin-3-yl)-4-(2,3,5,6-tetrafluorophenoxy)butan-2-yl)amino)pentan-2-yl)oxalamide C(C)(=O)N1CCC(CC1)NC(C(=O)N[C@H](C(N[C@@H](C[C@H]1C(NCC1)=O)C(COC1=C(C(=CC(=C1F)F)F)F)=O)=O)CC(C)C)=O